2,5,5-trimethylhexanal CC(C=O)CCC(C)(C)C